6-(4-(2,7-dimethyl-2H-indazol-5-yl)-2-fluorobenzyl)-6,7-dihydro-5H-pyrrolo[3,4-b]pyridin-5-one-7,7-d2 CN1N=C2C(=CC(=CC2=C1)C1=CC(=C(CN2C(C3=NC=CC=C3C2=O)([2H])[2H])C=C1)F)C